ClC=1SC2=C(N1)NC(=C2)C(=O)O 2-chloro-4H-pyrrolo[2,3-d]thiazole-5-formic acid